2,4,5-trimethyl-1,6-hexanediamine CC(CN)CC(C(CN)C)C